5-(p-Chlorophenyl)-6-(1-{[m-(trifluoromethyl)phenyl]methyl}-1H-pyrazol-4-yl)-4-pyrimidinylamine ClC1=CC=C(C=C1)C=1C(=NC=NC1C=1C=NN(C1)CC1=CC(=CC=C1)C(F)(F)F)N